N-(7-Amino-2,2,3,3-tetrafluoro-2,3-dihydro-1,4-benzodioxin-6-yl)-2-cyclopropyl-5-(ethylsulfonyl)-1-methyl-1H-imidazol-4-carboxamid NC=1C(=CC2=C(OC(C(O2)(F)F)(F)F)C1)NC(=O)C=1N=C(N(C1S(=O)(=O)CC)C)C1CC1